methyl ((R)-N-(tert-butoxycarbonyl)-3-fluoro-4-methylphenylsulfonimidoyl)-L-prolinate C(C)(C)(C)OC(=O)N=[S@](=O)(C1=CC(=C(C=C1)C)F)N1[C@@H](CCC1)C(=O)OC